ClC1=CC(=NC(=C1)Cl)/C(/C(=O)OC)=C\N(C)C methyl (E)-2-(4,6-dichloropyridin-2-yl)-3-(dimethylamino)acrylate